FC1=C(C(=C(C(=C1[B-](C1=C(C(=C(C(=C1F)F)F)F)F)(C1=C(C(=C(C(=C1F)F)F)F)F)C1=C(C(=C(C(=C1F)F)F)F)F)F)F)F)F.C(CCCCCCCCCCC)C1=CC=C(C=C1)[I+]C1=CC=C(C=C1)CCCCCCCCCCCC Bis(4-n-dodecylphenyl)iodonium Tetrakis(pentafluorophenyl)borate